N-(3-chloro-5-ethylbenzyl)-2-(2,5-dimethoxy-4-(methylsulfinyl)phenyl)ethan-1-amine ClC=1C=C(CNCCC2=C(C=C(C(=C2)OC)S(=O)C)OC)C=C(C1)CC